7-chloro-2,4-dimethyl-2-(4-oxocyclohexyl)benzo[d][1,3]dioxol ClC1=CC=C(C2=C1OC(O2)(C2CCC(CC2)=O)C)C